7-tert-butoxycarbonyl-3,7-diazabicyclo[3.3.1]nonane C(C)(C)(C)OC(=O)N1CC2CNCC(C1)C2